6-chloro-3-((benzenesulfonyl)methyl)benzopyran-4-one ClC=1C=CC2=C(C(C(=CO2)CS(=O)(=O)C2=CC=CC=C2)=O)C1